CN1C=C(C2=CC=CC=C12)C1=CC(NC1=O)=O 4-(1-methyl-1H-indol-3-yl)-1H-pyrrole-2,5-dione